C[C@H]1[C@H]([C@H]([C@@H]([C@@H](O1)O[C@@H]2[C@H]([C@H]([C@H](O[C@H]2O[C@@H]3[C@H]([C@@H](O[C@@H]([C@H]3O)COS(=O)(=O)O)O)NC(=O)C)CO)O)O)O)O)O The molecule is an amino trisaccharide in which an alpha-L-fucosyl-(1->2)-D-galactosyl unit is linked (1->3) to a 6-sulfated N-acetyl-beta-D-glucosamine residue. It is an amino trisaccharide and an oligosaccharide sulfate.